2-methyl-2-(4-piperidinyl)propionic acid hydrochloride Cl.CC(C(=O)O)(C)C1CCNCC1